C#CC#CC pent-1,3-diyne